ethylenebis-(2-4-hydroxy-phenylglycine) C(CNC(C(=O)O)C1=CC=C(C=C1)O)NC(C(=O)O)C1=CC=C(C=C1)O